[N+](=O)([O-])C=1C=NC=2CCNCC2C1 3-nitro-5,6,7,8-tetrahydro-1,6-naphthyridine